FC1=C(C=C(C=C1)OC=1C(=C2C=CN(C2=CC1F)S(=O)(=O)C1=CC=C(C)C=C1)CN1N=CC(=C1)C(C)(CC=C)C)C1=NN(C=C1)C(CCC=C)C=1C=C(C=CC1)CCC(=O)OCC ethyl 3-(3-(1-(3-(2-fluoro-5-((6-fluoro-4-((4-(2-methylpent-4-en-2-yl)-1H-pyrazol-1-yl)methyl)-1-tosyl-1H-indol-5-yl)oxy)phenyl)-1H-pyrazol-1-yl)pent-4-en-1-yl)phenyl)propanoate